C[N+]1=CC=CC(=C1)C(=O)[O-] The molecule is an iminium betaine that is the conjugate base of N-methylnicotinic acid, arising from deprotonation of the carboxy group. It has a role as a plant metabolite, a food component and a human urinary metabolite. It is an iminium betaine and an alkaloid. It derives from a nicotinate. It is a conjugate base of a N-methylnicotinic acid.